CCCCCCCCCCCCCCCC[C@H](C)C[C@H](C)C[C@H](C)C[C@H](C)C(=O)O[C@H]1[C@@H]([C@H](O[C@@H]([C@@H]1OC(=O)CCCCCCCCCCCCCCC)O[C@@H]2[C@@H]([C@H]([C@@H]([C@H](O2)CO)O)O)OS(=O)(=O)O)CO)O The molecule is a sulfoglycolipid in which alpha,alpha-trehalose, sulfated at the 2'-position, is acylated at the 2-position with palmitic acid, and at the 3-position with (2S,4S,6S,8S)-2,4,6,8-tetramethyltetracosanoic acid. It is a sulfoglycolipid and a polyacyl alpha,alpha-trehalose derivative. It derives from an alpha,alpha-trehalose.